ClC1=CC=C(C=C1)C(C(=O)N1CCC2=CC(=C(C=C12)C(F)(F)F)OC)NC=1C=C(OCCC(C(=O)OC)(C)C)C=C(C1)OC methyl 4-(3-((1-(4-chlorophenyl)-2-(5-methoxy-6-(trifluoromethyl)indolin-1-yl)-2-oxoethyl)amino)-5-methoxyphenoxy)-2,2-dimethylbutanoate